CC=1NC2=C(N1)C=CC=C2 methyl-3H-benzoimidazole